C(#N)C1N(CSC1)C(CNC(=O)C1=CC=NC2=CC=C(C=C12)C1(CC1)C1=NOC(=C1)C)=O N-(2-(4-Cyanothiazolidin-3-yl)-2-oxoethyl)-6-(1-(5-methylisoxazol-3-yl)-cyclopropyl)quinoline-4-carboxamide